dimethyl chlorophosphate P(=O)(OC)(OC)Cl